5-(4-cyclohexylphenyl)-N-ethyl-N-methyl-7-oxo-4,7-dihydropyrazolo[1,5-a]pyrimidine-3-carboxamide C1(CCCCC1)C1=CC=C(C=C1)C=1NC=2N(C(C1)=O)N=CC2C(=O)N(C)CC